N1=C(C=CC=C1)N1CCC(CC1)C(=O)N1N=CCC1C=1C=NC=CC1 (1-(pyridin-2-yl)piperidin-4-yl)(5-(pyridin-3-yl)-4,5-dihydro-1H-pyrazol-1-yl)methanone